ClC1(C(C(C(C=C1)([2H])[2H])([2H])[2H])(Cl)[2H])[2H] ortho-dichlorobenzene-d6